FC(OC=1C=CC(=NC1)OC=1C=C(C=CC1)C1=NOC(=N1)C[C@@H](CO)NC(OC(C)(C)C)=O)F tert-butyl (S)-(1-(3-(3-((5-(difluoromethoxy)pyridin-2-yl)oxy) phenyl)-1,2,4-oxadiazol-5-yl)-3-hydroxypropan-2-yl)carbamate